ClC1=[N+](C=CC=C1)C chloro-1-methyl-pyridin-1-ium